ClC=1C(=C(CN2C(CC(CC2)(C(=O)O)CC2=NC(=CC=C2F)NC=2SC=CN2)C(F)(F)F)C=CC1)F 1-(3-chloro-2-fluorobenzyl)-4-((3-fluoro-6-(thiazol-2-ylamino)pyridin-2-yl)methyl)-2-(trifluoromethyl)piperidine-4-carboxylic acid